O=C1N(CC2=CC(=CC=C12)N1CCNCC1)[C@@H]1C(NC(CC1)=O)=O (S)-3-(1-oxo-5-(piperazin-1-yl)isoindolin-2-yl)piperidine-2,6-dione